3-(tert-butyl)aminobutane-1-sulfonic acid C(C)(C)(C)NC(CCS(=O)(=O)O)C